BrC1=C(C=CC2=CC=CC=C12)C(C)C 1-Bromo-2-isopropylnaphthalene